2-ethyl-2-methyl-4-undecanol sulfate S(=O)(=O)(O)OC(CC(C)(C)CC)CCCCCCC